BrC=1C=C2C(OCC=3C=NC(=CC3C=3C(=CC(=C(NS(C(C1O)=C2)(=O)=O)C3)Cl)F)OC)=O 13-bromo-19-chloro-21-fluoro-14-hydroxy-4-methoxy-16,16-dioxo-9-oxa-16λ6-thia-5,17-diazatetracyclo[16.3.1.111,15.02,7]tricosa-1(22),2(7),3,5,11,13,15(23),18,20-nonaen-10-one